2-Hydroxy-3,5,5-trimethyl-2-cyclohexen-1-one OC=1C(CC(CC1C)(C)C)=O